CC1(OB(OC1(C)C)C1=CCC2(CC2)CC1)C 4,4,5,5-tetramethyl-2-(spiro[2.5]-5-octen-6-yl)-1,3,2-dioxaborolane